NC1=C2C(=NC=N1)N(N=C2C2=CC=C(C=C2)OC2=CC=CC=C2)C2CCN(CC2)C2CCC(CC2)=O 4-[4-[4-amino-3-(4-phenoxyphenyl)pyrazolo[3,4-d]pyrimidin-1-yl]-1-piperidyl]cyclohexanone